C1(=CC=C(C=C1)[O])[O] p-phenylenedioxygen